3-isopropyl-6-methyl-7-(2,3,5-tri-fluorophenyl)pyrazolo[1,5-a]Pyrimidine-2-carboxamide C(C)(C)C=1C(=NN2C1N=CC(=C2C2=C(C(=CC(=C2)F)F)F)C)C(=O)N